C1(CC1)C=C1CC=C(C=C1)C 1-(cyclopropylmethylene)-4-methylbenzene